6-(3,3-Difluoropropoxy)-4-(7-fluoro-1H-indazol-4-yl)-7-methyl-3-pyridin-1-ium-1-yl-1H-1,5-naphthyridin-2-one FC(CCOC=1N=C2C(=C(C(NC2=CC1C)=O)[N+]1=CC=CC=C1)C1=C2C=NNC2=C(C=C1)F)F